4-methyl-7-morpholino-3-(1-propionyl-5-(p-tolyl)-4,5-dihydro-1H-pyrazol-3-yl)-1,8-naphthyridin-2(1H)-one CC1=C(C(NC2=NC(=CC=C12)N1CCOCC1)=O)C1=NN(C(C1)C1=CC=C(C=C1)C)C(CC)=O